(2S,5R)-3-(4-aminophenyl-ethyl)-2-(1-(4-bromophenyl)-3-(thiophen-3-yl)-1H-pyrazol-4-yl)-5-methyl-oxazolidin-4-one Tert-butyl-2-(2-amino-3-fluorophenyl)acetate C(C)(C)(C)OC(CC1=C(C(=CC=C1)F)N)=O.NC1=CC=C(C=C1)CCN1[C@@H](O[C@@H](C1=O)C)C=1C(=NN(C1)C1=CC=C(C=C1)Br)C1=CSC=C1